C(CC)N(CCC)C(C)O N,N-dipropylaminoethanol